NCC=1C(=C(C=CC1)C=1C=CC2=C(C(=C(O2)CCC)COC2=C(C=CC(=C2)OC)CC(=O)OCC)C1)F ethyl 2-(2-((5-(3-(aminomethyl)-2-fluorophenyl)-2-propylbenzofuran-3-yl)methoxy)-4-methoxyphenyl)acetate